2,6-dihydroxychlorobenzene C1=CC(=C(C(=C1)O)Cl)O